tert-butyl 4-(4-ethynylbenzamido)piperidine-1-carboxylate C(#C)C1=CC=C(C(=O)NC2CCN(CC2)C(=O)OC(C)(C)C)C=C1